4-[[(1R)-1-[3-(difluoromethyl)-2-fluoro-phenyl]ethyl]amino]-6-[(3S)-3-(difluoromethyl)tetrahydrofuran-3-yl]-2-methyl-pyrido[3,4-d]pyridazine-1,7-dione FC(C=1C(=C(C=CC1)[C@@H](C)NC1=NN(C(C=2C1=CN(C(C2)=O)[C@@]2(COCC2)C(F)F)=O)C)F)F